NC1=C(C=C(C=N1)C1=CC=C(C=C1)NS(=O)(=O)CCN1CCCCC1)OCC1=C(C(=CC=C1F)F)Cl 2-piperidin-1-yl-ethanesulfonic acid {4-[6-amino-5-(2-chloro-3,6-difluoro-benzyloxy)-pyridin-3-yl]-phenyl}-amide